C1OCCCN2C1=C(C=1C=CC=CC21)C(=O)O 4,5-dihydro-1H,3H-[1,4]oxazepino[4,3-a]indole-11-carboxylic acid